(R)-N-(2-(4,4-Difluoropiperidin-1-yl)-6-methylpyrimidin-4-yl)-4-((1-hydroxypropan-2-yl)sulfonyl)-2-(6-azaspiro[2.5]octan-6-yl)benzamide FC1(CCN(CC1)C1=NC(=CC(=N1)NC(C1=C(C=C(C=C1)S(=O)(=O)[C@@H](CO)C)N1CCC2(CC2)CC1)=O)C)F